S(N)(OC1=C2C(=CNC2=CC=C1)CCN(C)C)(=O)=O [3-[2-(Dimethylamino)ethyl]-1H-indol-4-yl] sulfamate